diethyltin hexanoate C(CCCCC)(=O)[O-].C(C)[Sn+2]CC.C(CCCCC)(=O)[O-]